tert-butyl (6-chloro-4-(methoxy(methyl)carbamoyl)pyridin-3-yl)carbamate ClC1=CC(=C(C=N1)NC(OC(C)(C)C)=O)C(N(C)OC)=O